CC([C@H](C(=O)N1[C@@H]([C@H]2C([C@H]2C1)(C)C)C(=O)O)NC(C(F)(F)F)=O)(C)C (1R,2S,5S)-3-((R)-3,3-dimethyl-2-(2,2,2-trifluoroacetamido)butanoyl)-6,6-dimethyl-3-azabicyclo[3.1.0]hexane-2-carboxylic acid